2-(difluoromethyl)-5-(4-((4-(3-(difluoromethyl)phenyl)-1H-1,2,3-triazol-1-yl)methyl)phenyl)-1,3,4-oxadiazole FC(C=1OC(=NN1)C1=CC=C(C=C1)CN1N=NC(=C1)C1=CC(=CC=C1)C(F)F)F